5-((4-Bromo-5-((2,2'-dimethyl-3'-(prop-2-yn-1-yloxy)-[1,1'-biphenyl]-3-yl)-methoxy)-2-formylphenoxy)methyl)nicotinonitrile BrC1=CC(=C(OCC=2C=NC=C(C#N)C2)C=C1OCC=1C(=C(C=CC1)C1=C(C(=CC=C1)OCC#C)C)C)C=O